ClC1=NN(C=C1N)C1CN(C1)S(=O)(=O)C 3-chloro-1-(1-(methylsulfonyl)azetidin-3-yl)-1H-pyrazol-4-amine